C(C)(C)(C)OC(CC[C@@H]1OC(OC1)(C)C)=O (S)-(+)-3-(2,2-dimethyl-1,3-dioxolane-4-yl)-trans-propionic acid tert-butyl ester